CC1=CC(=NO1)C1=NN=C2N1C=C(C=C2)B2OC(C(O2)(C)C)(C)C 3-(5-methylisoxazol-3-yl)-6-(4,4,5,5-tetramethyl-1,3,2-dioxaborolan-2-yl)[1,2,4]triazolo[4,3-a]pyridine